3-[(3-chloro-2-methoxyphenyl)amino]-2-(3-[2-[(3R)-4-methylmorpholin-3-yl]ethynyl]pyridin-4-yl)-1H,5H,6H,7H-pyrrolo[3,2-c]pyridin-4-one ClC=1C(=C(C=CC1)NC1=C(NC2=C1C(NCC2)=O)C2=C(C=NC=C2)C#C[C@H]2N(CCOC2)C)OC